CC1(C(C1)C(CC#N)=O)C 3-(2,2-Dimethylcyclopropyl)-3-oxo-propanenitrile